CN(C1=CC=C(C=C1)N=NC1=CC=C(C=C1)S(=O)(=O)O)C 4-(4-dimethylaminophenylazo)benzenesulfonic acid